BrC=1C=C(C2=C(N(C(=N2)C)C(COC)C)C1)F 6-bromo-4-fluoro-1-(1-methoxypropan-2-yl)-2-methyl-1H-benzimidazole